FC(CC[C@H]1N(S(C2=C(N(C1)C1=CC=CC=C1)C=C(C(=C2)OCC2(COC2)CO)C(F)(F)F)(=O)=O)C)(C)F (R)-3-(3,3-difluorobutyl)-8-((3-(hydroxymethyl)oxetan-3-yl)methoxy)-2-methyl-5-phenyl-7-(trifluoromethyl)-2,3,4,5-tetrahydrobenzo[f][1,2,5]thiadiazepine 1,1-dioxide